N-(3-(4-(((3R,5R)-adamantan-1-yl)carbamoyl)phenoxy)-5-(4-fluorophenoxy)phenyl)-4-(2-ethylbutyl)piperazine-1-carboxamide C12(CC3CC(CC(C1)C3)C2)NC(=O)C2=CC=C(OC=3C=C(C=C(C3)OC3=CC=C(C=C3)F)NC(=O)N3CCN(CC3)CC(CC)CC)C=C2